((4-((3-(1-(2-(tert-butoxy)-2-oxoethyl)-1H-1,2,4-triazol-3-yl)-2-methoxyphenyl)amino)-6-chloropyridazine-3-carbonyl)oxy)zinc C(C)(C)(C)OC(CN1N=C(N=C1)C=1C(=C(C=CC1)NC1=C(N=NC(=C1)Cl)C(=O)O[Zn])OC)=O